4-(5-cyano-2-methoxyphenyl)-6-methyl-N-(5-(3-(trifluoro-methoxy)cyclobutane-1-carbonyl)-5,6-dihydro-4H-pyrrolo[3,4-d]thiazol-2-yl)nicotinamide C(#N)C=1C=CC(=C(C1)C1=CC(=NC=C1C(=O)NC=1SC2=C(N1)CN(C2)C(=O)C2CC(C2)OC(F)(F)F)C)OC